NC1=CC(=C(C(=C1C(C)=O)F)OCC1=CC=CC=C1)F 1-(6-amino-3-(benzyloxy)-2,4-difluorophenyl)ethan-1-one